Propynyl-2'-deoxyuridine C(#CC)[C@@]1(C[C@H](O)[C@@H](CO)O1)N1C(=O)NC(=O)C=C1